2-acetyl-8-bromo-9-isopropyl-2,3,4,4a,9,9a-hexahydro-1H-pyrido[3,4-b]indole-6-carboxylic acid C(C)(=O)N1CC2N(C3=C(C=C(C=C3C2CC1)C(=O)O)Br)C(C)C